((1R,3S)-3-(4-acetylpiperazin-1-yl)cyclohexyl)-4-fluoro-7-methyl-1H-indole-2-carboxamide hydrochloride Cl.C(C)(=O)N1CCN(CC1)[C@@H]1C[C@@H](CCC1)N1C(=CC2=C(C=CC(=C12)C)F)C(=O)N